C(#N)C12CC(C1)(C2)N2N=C1N(C2=O)C(CC1)C(=O)O 2-(3-cyanobicyclo[1.1.1]pentan-1-yl)-3-oxo-2,5,6,7-tetrahydro-3H-pyrrolo[2,1-c][1,2,4]triazole-5-carboxylic acid